6-(quinolin-2-yl)-3,4-dihydropyridine-1(2H)-carboxylic acid tert-butyl ester C(C)(C)(C)OC(=O)N1CCCC=C1C1=NC2=CC=CC=C2C=C1